The molecule is an amino pentasaccharide that is beta-D-Galp-(1->3)-[beta-D-Galp-(1->4)-beta-D-GlcpNAc-(1->6)]-D-GalpNAc in which the beta-D-galactosyl group attached by a (1->4) linkage to an acetamidoglucopyranosyl group has glycosylated at its 3-hydroxy group by an alpha-D-galactopyransyl group. It is an amino sugar, an amino pentasaccharide and a member of acetamides. It derives from a beta-D-Galp-(1->3)-[beta-D-Galp-(1->4)-beta-D-GlcpNAc-(1->6)]-D-GalpNAc. CC(=O)N[C@@H]1[C@H]([C@@H]([C@H](O[C@H]1OC[C@@H]2[C@@H]([C@@H]([C@H](C(O2)O)NC(=O)C)O[C@H]3[C@@H]([C@H]([C@H]([C@H](O3)CO)O)O)O)O)CO)O[C@H]4[C@@H]([C@H]([C@H]([C@H](O4)CO)O)O[C@@H]5[C@@H]([C@H]([C@H]([C@H](O5)CO)O)O)O)O)O